C(C)(C)(C)OC(=O)NC(C(=O)OC)CC1=NN(C=C1)C methyl 2-((tert-butoxycarbonyl)amino)-3-(1-methyl-1H-pyrazol-3-yl)propanoate